C1(=CC=C(C=C1)C(CC(=O)O)NC1=CC=C(C=C1)Cl)C1=CC=CC=C1 3-([1,1'-Biphenyl]-4-yl)-3-((4-chlorophenyl)amino)propanoic acid